(Z)-N-(3-(1,2,3,4-tetrahydroisoquinolin-7-yl)thiazol-2(3H)-ylidene)-1H-pyrrolo[2,3-b]pyridine-3-carboxamide C1NCCC2=CC=C(C=C12)N1/C(/SC=C1)=N/C(=O)C1=CNC2=NC=CC=C21